O[C@@H](C)[C@@H]1[C@@H](C1)[C@H](C)NC(OC(C)(C)C)=O tert-butyl ((S)-1-((R,2S)-2-((S)-1-hydroxyethyl)cyclopropyl)ethyl)carbamate